3-acetyl-7-{[4-(2-difluoromethoxyphenyl)pyrimidin-2-yl]amino}-4-morpholinyl-2H-benzopyran-2-one C(C)(=O)C=1C(OC2=C(C1N1CCOCC1)C=CC(=C2)NC2=NC=CC(=N2)C2=C(C=CC=C2)OC(F)F)=O